trans-2-(5-(4-aminophenyl)-1-(4-ethynylbenzyl)piperidin-3-yl)acetic acid ethyl ester C(C)OC(C[C@@H]1CN(C[C@H](C1)C1=CC=C(C=C1)N)CC1=CC=C(C=C1)C#C)=O